8-Cyclopentyl-N-(3-(cyclopentylamino)-5-fluorobenzyl)-7H-purine-6-carboxamide C1(CCCC1)C1=NC2=NC=NC(=C2N1)C(=O)NCC1=CC(=CC(=C1)F)NC1CCCC1